(2-(1-(6,7-dimethoxyquinazolin-4-yl)-1H-1,2,3-triazol-4-yl)ethyl)(imino)(methyl)-λ6-sulfanone COC=1C=C2C(=NC=NC2=CC1OC)N1N=NC(=C1)CCS(=O)(C)=N